3-methyl-N-(3-(4-methyl-1H-imidazol-1-yl)-5-(trifluoromethyl)phenyl)indoline-6-carboxamide Ethyl-3-((4-chlorobenzyl)amino)-1H-pyrrole-2-carboxylate C(C)OC(=O)C=1NC=CC1NCC1=CC=C(C=C1)Cl.CC1CNC2=CC(=CC=C12)C(=O)NC1=CC(=CC(=C1)C(F)(F)F)N1C=NC(=C1)C